5-(benzyloxy)-8-methyl-2-(3-methyl-1-benzofuran-2-yl)quinazoline-4-carboxylic acid C(C1=CC=CC=C1)OC1=C2C(=NC(=NC2=C(C=C1)C)C=1OC2=C(C1C)C=CC=C2)C(=O)O